N[C@@H](CON1C(C2=CC=CC=C2C1=O)=O)CC1=C(C=C(C=C1)Br)Cl |r| 2-[rac-2-amino-3-(4-bromo-2-chlorophenyl)propoxy]isoindoline-1,3-dione